BrC=1C=C(C=CC1)[Si](C1=CC=CC=C1)(C1=CC(=CC=C1)Br)C1=CC(=CC=C1)Br tris(3-bromophenyl)phenylsilane